6-{4-[4-(1,3-dioxolan-2-yl)pyridin-2-yl]-2,3-dihydroindol-1-yl}-N-[(1S,2S)-2-methoxycyclobutyl]-8-{[(4-methoxyphenyl)methyl](methyl)amino}imidazo[1,2-b]pyridazine-3-carboxamide O1C(OCC1)C1=CC(=NC=C1)C1=C2CCN(C2=CC=C1)C=1C=C(C=2N(N1)C(=CN2)C(=O)N[C@@H]2[C@H](CC2)OC)N(C)CC2=CC=C(C=C2)OC